N-cyclopropyl-5-((1-((3-ethyl-2-oxo-2,3-dihydro-1H-pyrimido[4,5,6-de]quinazolin-8-yl)methyl)azetidin-3-yl)oxy)picolinamide C1(CC1)NC(C1=NC=C(C=C1)OC1CN(C1)CC1=CC=2C3=C(N(C(NC3=C1)=O)CC)N=CN2)=O